(4-cyano-2-methoxyphenyl)-5-ethoxy-1,4-dihydro-2,8-dimethyl-1,6-naphthyridine-3-carboxylic acid trifluoroethyl ester FC(COC(=O)C1=C(N(C2=C(C=NC(=C2C1)OCC)C)C1=C(C=C(C=C1)C#N)OC)C)(F)F